(1s,4s)-4-(8-(4-chloro-2,6-difluorophenylamino)-2-(3-(methylsulfonyl)cyclobutylamino)-9H-purin-9-yl)cyclohexanecarboxamide ClC1=CC(=C(C(=C1)F)NC=1N(C2=NC(=NC=C2N1)NC1CC(C1)S(=O)(=O)C)C1CCC(CC1)C(=O)N)F